(4-nitrophenyl)-but-3-en-1-one [N+](=O)([O-])C1=CC=C(C=C1)C(CC=C)=O